((5-amino-7-(3-cyanophenyl)-8-(2-methoxy-6-methylpyridin-4-yl)-[1,2,4]triazolo[1,5-c]pyrimidin-2-yl)methoxy)nicotinonitrile NC1=NC(=C(C=2N1N=C(N2)COC2=C(C#N)C=CC=N2)C2=CC(=NC(=C2)C)OC)C2=CC(=CC=C2)C#N